6-(1-methyl-6-oxo-1,6-dihydropyridin-3-yl)-N-(1-methylpiperidin-4-yl)quinoline-2-carboxamide CN1C=C(C=CC1=O)C=1C=C2C=CC(=NC2=CC1)C(=O)NC1CCN(CC1)C